3-(6-(1,2,3,6-tetrahydropyridin-4-yl)pyridazin-3-yl)naphthalen-2,7-diol N1CCC(=CC1)C1=CC=C(N=N1)C=1C(=CC2=CC(=CC=C2C1)O)O